[K].C(CCCCCCCCCCCCC)N1CN(C=C1)C 1-tetradecyl-3-methylimidazole potassium